BrC=1C=C(C=CC1)CC(=O)NC1=CC=C(N=N1)CCCCN1N=NC(=C1)C(=O)NC 1-(4-{6-[2-(3-bromophenyl)acetamido]pyridazin-3-yl}butyl)-N-methyl-1H-1,2,3-triazole-4-carboxamide